OC[C@H](C1=CC=CC=C1)NC1=CC(=NC=C1C=1OC(=NN1)C(C)(C)O)NC1=CC=C2C(N(N(C2=C1)C(C)C)C)=O (S)-6-((4-((2-hydroxy-1-phenylethyl)amino)-5-(5-(2-hydroxypropan-2-yl)-1,3,4-oxadiazol-2-yl)pyridin-2-yl)amino)-1-isopropyl-2-methyl-1,2-dihydro-3H-indazol-3-one